C(C)(C)(C)C=1C=C(C=CC1)C=1NC2=CC=C(C=C2C1)C1CC(C1)C(=O)OC methyl 3-[2-(3-tert-butylphenyl)-1H-indol-5-yl]cyclobutanecarboxylate